(6',6'-Difluorodihydro-3'H-spiro[cyclopropane-1,2'-indolizine]-8a'(1'H)-yl)methanol FC1(CN2CC3(CC2(CC1)CO)CC3)F